NC1CC2C3=C(C1C2)C=CC=C3 (+-)-2-aminobenzo-bicyclo-[2.2.1]heptane